N-(3-chloro-5-(methylsulfonamido)phenyl)-1-(5-(3,3-difluoropyrrolidin-1-yl)-3-fluoropyridin-2-yl)-5-methyl-1H-pyrrole-3-carboxamide ClC=1C=C(C=C(C1)NS(=O)(=O)C)NC(=O)C1=CN(C(=C1)C)C1=NC=C(C=C1F)N1CC(CC1)(F)F